(9R,13S)-9-methyl-3-{[2-(trimethylsilyl)ethoxy]methyl}-3,4,7,15-tetraazatricyclo[12.3.1.02,6]octadeca-1(18),2(6),4,14,16-pentaen-8-one C[C@H]1C(NC=2C=NN(C2C=2C=CN=C(CCCC1)C2)COCC[Si](C)(C)C)=O